ClC1=CC=C(N=N1)C1NCC12CNC2 (6-Chloropyridazin-3-yl)-2,6-diazaspiro[3.3]heptane